C[C@@H]([C@H]1CC[C@@H]2[C@@]1(CC[C@H]3[C@H]2CC(=O)[C@@H]4[C@@]3(C[C@H]([C@H](C4)O)O)C)C)[C@H]([C@@H]([C@@H](C)C(C)CO)O)O The molecule is a brassinosteroid that is castasterone carrying an additional hydroxy substituent at position 26. It has a role as a plant metabolite. It is a brassinosteroid, a 22-hydroxy steroid, a 23-hydroxy steroid, a 2alpha-hydroxy steroid, a 3alpha-hydroxy steroid, a 6-oxo steroid and a 26-hydroxy steroid. It derives from a castasterone.